3-(4-(ethylsulfonamido)-3-(1-(4-fluorophenyl)cyclopropoxy)phenyl)-5-(pyrazin-2-ylamino)-1H-pyrazole-4-carboxamide C(C)S(=O)(=O)NC1=C(C=C(C=C1)C1=NNC(=C1C(=O)N)NC1=NC=CN=C1)OC1(CC1)C1=CC=C(C=C1)F